[14C]L-leucine N[14C@@H](CC(C)C)C(=O)O